C(C1=CC=CC=C1)OC=1C(=NC=2CC(N3C(C2C1)=CC(C(=C3)C(=O)OCC)=O)C(C)C)OCCC3CC3 ethyl 2-(benzyloxy)-3-(2-cyclopropylethoxy)-6-isopropyl-10-oxo-6,10-dihydro-5H-pyrido[2,1-f][1,6]naphthyridine-9-carboxylate